tert-butyl 3-(5-(4-methoxy-1,8-naphthyridin-2-yl)pentyloxy)azetidine-1-carboxylate COC1=CC(=NC2=NC=CC=C12)CCCCCOC1CN(C1)C(=O)OC(C)(C)C